FC1(CCC(CC1)C1=NC(=NO1)C1(CCN(CC1)C(=O)[C@H]1NCC2(CCC2)[C@@H](C1)O)C(F)(F)F)F (4-(5-(4,4-difluorocyclohexyl)-1,2,4-oxadiazol-3-yl)-4-(trifluoromethyl)piperidin-1-yl)((7s,9r)-9-hydroxy-6-azaspiro[3.5]nonan-7-yl)methanone